1-(tert-butyl)-N-(2-methyl-4-(3-(3-(N-methylacrylamido)-2-oxopiperidin-1-yl)pyridin-4-yl)benzyl)-1H-1,2,3-triazole-4-carboxamide C(C)(C)(C)N1N=NC(=C1)C(=O)NCC1=C(C=C(C=C1)C1=C(C=NC=C1)N1C(C(CCC1)N(C(C=C)=O)C)=O)C